CS(=O)(=O)C=1C=C(C=CC1)C(=C1CCN(CC1)C(=O)OC(C)(C)C)C=1C=NC=CC1 tert-Butyl 4-[(3-methylsulfonylphenyl)-(3-pyridyl)methylene]piperidine-1-carboxylate